N1(CCCN(CCCNCCC1)CC=1C(=C(C=C(C1)C)NC(C(CO)O)=O)O)CC=1C(=C(C=C(C1)C)NC(C(CO)O)=O)O N,N'-{1,5,9-triazacyclododecane-1,5-diylbis[methylene(2-hydroxy-5-methyl-3,1-phenylene)]}bis(2,3-dihydroxypropanamide)